CN(CCCCCCCCCCCCCCCCC)C dimethyl-(heptadecyl)amine